FC(S(=O)(=O)C=1C=C(C=CC1)C[C@@H]1CC2(CNC2)CC1)(F)F (6R)-6-[[3-(trifluoromethylsulfonyl)phenyl]methyl]-2-azaspiro[3.4]octane